3-amino-N-[(6S)-2-{3,6-diazabicyclo[3.1.1]heptan-3-yl}-5,6,7,8-tetrahydroquinolin-6-yl]-6-methylthieno[2,3-b]pyridine-2-carboxamide NC1=C(SC2=NC(=CC=C21)C)C(=O)N[C@@H]2CC=1C=CC(=NC1CC2)N2CC1NC(C2)C1